1,2-dichloro-5-methoxy-3-nitrobenzene ClC1=C(C(=CC(=C1)OC)[N+](=O)[O-])Cl